(1R,5S)-9-(7-bromo-2,6-dichloro-8-fluoroquinazolin-4-yl)-3-oxa-7,9-diazabicyclo[3.3.1]Nonane-7-carboxylic acid tert-butyl ester C(C)(C)(C)OC(=O)N1C[C@H]2COC[C@@H](C1)N2C2=NC(=NC1=C(C(=C(C=C21)Cl)Br)F)Cl